BrC1=CC=CC(=N1)[C@H]1N(CCOC1)C(=O)OC(C)(C)C tert-butyl (R)-3-(6-bromopyridin-2-yl)morpholine-4-carboxylate